6-cyclopropyl-1-methyl-1H-indazol C1(CC1)C1=CC=C2C=NN(C2=C1)C